COCCCOC1=CC=C(C=C1)C=1C=C2C(=CC=NC2=CC1)C(=O)O 6-(4-(3-methoxypropoxy)phenyl)quinoline-4-carboxylic acid